(S)-4-((2-(2-methoxyphenoxy)ethyl)(4-(5,6,7,8-tetrahydro-1,8-naphthyridin-2-yl)butyl)amino)-2-(3-methylbutanamido)butanoic acid COC1=C(OCCN(CC[C@@H](C(=O)O)NC(CC(C)C)=O)CCCCC2=NC=3NCCCC3C=C2)C=CC=C1